NC(C)(C)C1=C2C=C(N=CC2=C(C=N1)OC)NC1=CC=C2C(=N1)CC(OC2=O)(C)C 2-((5-(2-Aminopropan-2-yl)-8-methoxy-2,6-naphthyridin-3-yl)amino)-7,7-dimethyl-7,8-dihydro-5H-pyrano[4,3-b]pyridin-5-one